2-((6-bromo-3,4-dihydroquinolin-1(2H)-yl)methyl)-7-fluoroimidazo[1,2-c]quinazolin-5-amine BrC=1C=C2CCCN(C2=CC1)CC=1N=C2N(C(=NC=3C(=CC=CC23)F)N)C1